2-hydroxy-terephthalic acid OC1=C(C(=O)O)C=CC(=C1)C(=O)O